tert-butyl (3S,5S)-3-(((S)-3-cyanopyrrolidin-1-yl)methyl)-5-((7-trityl-7H-pyrrolo[2,3-d]pyrimidin-4-yl)amino)piperidine-1-carboxylate C(#N)[C@@H]1CN(CC1)C[C@H]1CN(C[C@H](C1)NC=1C2=C(N=CN1)N(C=C2)C(C2=CC=CC=C2)(C2=CC=CC=C2)C2=CC=CC=C2)C(=O)OC(C)(C)C